5-Chloro-3-nitro-N4-(1-propylpiperidin-4-yl)pyridine-2,4-diamine ClC=1C(=C(C(=NC1)N)[N+](=O)[O-])NC1CCN(CC1)CCC